tert-butyl (2-((tert-butoxycarbonyl)amino)ethyl)(2-hydroxyethyl)carbamate C(C)(C)(C)OC(=O)NCCN(C(OC(C)(C)C)=O)CCO